FC1(C(C12CCN(CC2)C(=O)OC(C)(C)C)C=O)F tert-butyl 1,1-difluoro-2-formyl-6-azaspiro[2.5]octane-6-carboxylate